C(=O)O.NCC1N(CCC1)C(CNC(C1=C(C=C(C=C1)NC=1C=2N(C=CN1)C(=CN2)C=2C(=NN(C2)CC#N)C(F)(F)F)CC)=O)=O N-[2-[2-(aminomethyl)pyrrolidin-1-yl]-2-oxo-ethyl]-4-[[3-[1-(cyanomethyl)-3-(trifluoromethyl)pyrazol-4-yl]imidazo[1,2-a]pyrazin-8-yl]amino]-2-ethyl-benzamide formate